C(C)(C)(C)OC(=O)N(C1=C(C(=O)O)C=C(C=C1)P(=O)(C)C)CC#C 2-((tert-butoxycarbonyl)(prop-2-yn-1-yl)amino)-5-(dimethylphosphoryl)benzoic acid